OCCC(C(N)(N)CCO)CCC bis(hydroxyethyl)-pentanediamine